CC1CC(C2=C(NC1=O)C=CC(=C2)Br)O[Si](C)(C)C(C)(C)C 3-methyl-5-(tert-butyldimethylsilyloxy)-7-bromo-1,3,4,5-tetrahydro-2H-benzo[b]azepin-2-one